NCCCNC(=O)C1=NC2=CC=CC=C2C(N1CC1=CC=C(C=C1)Br)=O N-(3-Aminopropyl)-3-(4-bromobenzyl)-4-oxo-3,4-dihydroquinazoline-2-carboxamide